CC1=NC2=C(C=CC=C2C1(C)C)I 2,3,3-trimethyl-7-iodoindole